ClC1=C2C(=CNC2=C(C=C1)N1C[C@@H](CCC1)C1=CC=C(C=C1)N1CCC(CC1)C(OCCCC)OCCCC)C#N 4-Chloro-7-[(3S)-3-{4-[4-(dibutoxymethyl)piperidin-1-yl]phenyl}piperidin-1-yl]-1H-indole-3-carbonitrile